[2H]C1(N(C(CC(C1)OS(=O)(=O)C)([2H])[2H])C(=O)OC(C)(C)C)[2H] tert-butyl 2,2,6,6-tetradeuterio-4-methylsulfonyloxy-piperidine-1-carboxylate